COC(CCC(N1C(C2=CC=CC(=C2C1)OCC1=CC=C(C=C1)CN1CCC(CC1)(C)C)=O)C(N)=O)=O 4-carbamoyl-4-{4-[4-(4,4-dimethyl-piperidin-1-ylmethyl)-benzyloxy]-1-oxo-1,3-dihydro-isoindol-2-yl}-butyric acid methyl ester